[6-(1-hydroxy-1-methylethyl)pyridin-3-yl]boronic Acid OC(C)(C)C1=CC=C(C=N1)B(O)O